4-hydroxy-2-(3-methoxybenzyl)-9H-pyrido[2',3':4,5]pyrrolo[2,3-d]pyrimidine-7-carboxylic acid methyl ester COC(=O)C1=CC2=C(C3=C(N=C(N=C3O)CC3=CC(=CC=C3)OC)N2)N=C1